FC1=C(C(=C(C2=C(C(=C(C(=C12)F)F)F)F)F)F)[B-](C1=C(C2=C(C(=C(C(=C2C(=C1F)F)F)F)F)F)F)(C1=C(C2=C(C(=C(C(=C2C(=C1F)F)F)F)F)F)F)C1=C(C2=C(C(=C(C(=C2C(=C1F)F)F)F)F)F)F.C[NH+](C1=CC=C(C=C1)CCCCCCCCCCCCCCCCCCC)CCCCCCCCCCCCCCCC N-methyl-4-nonadecyl-N-hexadecyl-anilinium tetrakis(perfluoronaphthalen-2-yl)borate